2-(5-methoxy-1H-1,3-benzodiazol-2-yl)-3-(methylamino)imidazo[1,2-a]pyridine-7-carbonitrile COC1=CC2=C(NC(=N2)C=2N=C3N(C=CC(=C3)C#N)C2NC)C=C1